tert-butyl 2-((1-(2-(4-chloro-2-fluorophenyl)-3,7-dimethyl-4-oxo-4H-pyrido[1,2-a]pyrimidin-9-yl)ethyl)amino)benzoate ClC1=CC(=C(C=C1)C=1N=C2N(C(C1C)=O)C=C(C=C2C(C)NC2=C(C(=O)OC(C)(C)C)C=CC=C2)C)F